C(#N)C1=CC(=C2C=CC=NC2=C1)C1(CC1)C=1C(=C(C(=O)N)C=CC1)C (1-(7-cyanoquinolin-5-yl)cyclopropyl)-2-methylbenzamide